N-(5-(6-(2-oxa-6-azaspiro[3.4]octan-6-yl)pyridazin-3-yl)-4-((2-(1,1-difluoroethyl)pyrimidin-4-yl)amino)pyridin-2-yl)acetamide C1OCC12CN(CC2)C2=CC=C(N=N2)C=2C(=CC(=NC2)NC(C)=O)NC2=NC(=NC=C2)C(C)(F)F